4,4'-bipyridyl disulfide C1=CN=CC=C1SSC2=CC=NC=C2